C(CCCCCCCCC)C1=CC2=C(N=C(O2)N(CCNC(OC(C)(C)C)=O)CCNC(OC(C)(C)C)=O)C=C1 Di-tert-butyl (((6-decylbenzo[d]oxazol-2-yl)azanediyl)bis(ethane-2,1-diyl))dicarbamate